Cl.FC(C=1[C@@H]2CC[C@H](C1)N2)(F)F |r| (±)-(1S,4R)-2-(trifluoromethyl)-7-azabicyclo[2.2.1]hept-2-ene hydrochloride